O[C@@H](C(=O)N(C)C1CCC(CC1)N1N=C2C=C(C(=CC2=C1)C(=O)NC=1C(N(C=CC1)C)=O)OC)C 2-((1R,4r)-4-((R)-2-hydroxy-N-methylpropanamido)cyclohexyl)-6-methoxy-N-(1-methyl-2-oxo-1,2-dihydropyridin-3-yl)-2H-indazole-5-carboxamide